5,6-dihydroxy-2-((E)-3-phenylallyl)-2,3-dihydro-1H-inden-1-one OC=1C=C2CC(C(C2=CC1O)=O)C\C=C\C1=CC=CC=C1